(2-(2-(2-(2-methoxyethoxy)ethoxy)ethoxy)ethyl) fluoroiodophosphate P(=O)(OCCOCCOCCOCCOC)(I)F